FC([S@@](=O)C=1N=C2N(N1)[C@@H](C[C@@H]2F)C2=C(C=CC=C2)F)F (5S,7S)-2-((S)-(difluoromethyl)sulfinyl)-7-fluoro-5-(2-fluorophenyl)-6,7-dihydro-5H-pyrrolo[1,2-b][1,2,4]triazole